NCC=1C=C(C=CC1)N1N=C(C=C1C(=O)NC1=C(C=CC(=C1)[C@H](OCC1CC1)C1=CC(=CC=C1)N)F)C(F)(F)F |r| Racemic-1-(3-(aminomethyl)phenyl)-N-(5-((3-aminophenyl)(cyclopropylmethoxy)methyl)-2-fluorophenyl)-3-(trifluoromethyl)-1H-pyrazole-5-carboxamide